N1CC(C1)C1=NN(C(=C1)NCC=1SC(=CC1)Cl)C(=O)C=1N=CSC1 3-(azetidin-3-yl)-N-[(5-chlorothiophen-2-yl)methyl]-1-(1,3-thiazole-4-carbonyl)-1H-pyrazol-5-amine